(rac)-4-(4-chlorophenyl)azepane ClC1=CC=C(C=C1)[C@H]1CCNCCC1 |r|